N6-benzoyl-9-[2-deoxy-2-(2-nitrobenzyloxymethyl)thio-beta-D-arabinofuranosyl]Adenine ethyl-cis-2-((6-fluorobiphenyl-3-yl)methyl)-3-((methylsulfonyl)amino)piperidine-1-carboxylate C(C)[C@@]1(N(CCC[C@H]1NS(=O)(=O)C)C(=O)O)CC=1C=C(C(=CC1)F)C1=CC=CC=C1.C(C1=CC=CC=C1)(=O)NC1=C2N=CN(C2=NC=N1)[C@H]1[C@H]([C@H](O)[C@H](O1)CO)SCOCC1=C(C=CC=C1)[N+](=O)[O-]